2-methyl-3,3,4,4,5,5,6,6,7,7,8,8,9,9,10,10,11,11,12,12,13,13,14,14,14-pentacosafluorotetradecyl acrylate C(C=C)(=O)OCC(C(C(C(C(C(C(C(C(C(C(C(C(F)(F)F)(F)F)(F)F)(F)F)(F)F)(F)F)(F)F)(F)F)(F)F)(F)F)(F)F)(F)F)C